C(C)C1C(=CC2=CC(=CC=C12)C)[Li] 1-ethyl-5-methylindenyl-lithium